2,3-diethyl-4-butoxyphenol C(C)C1=C(C=CC(=C1CC)OCCCC)O